(R)-2-(chloromethyl)oxapropylene ClCC(=O)C